NC=1N=CC=C2C(=CN=CC12)NC(C(N1[C@H](CC[C@@H](C1)C)C=1C=CC2=C(N=C(S2)C2CC3(CN(C3)C)C2)C1)=O)=O N-(8-amino-2,7-naphthyridin-4-yl)-2-oxo-2-[(2R,5S)-5-methyl-2-[2-(2-methyl-2-azaspiro[3.3]heptan-6-yl)-1,3-benzothiazol-5-yl]-1-piperidyl]acetamide